4-N-acetylcytidine C(C)(=O)NC1=NC(N([C@H]2[C@H](O)[C@H](O)[C@@H](CO)O2)C=C1)=O